3-(1H-benzo[d]imidazol-5-yl)-4-(4-(4-oxocyclohexyl)phenyl)oxazolidin-2-one N1C=NC2=C1C=CC(=C2)N2C(OCC2C2=CC=C(C=C2)C2CCC(CC2)=O)=O